4-[[5-(4-methylpiperazin-1-yl)pyridin-2-yl]amino]spiro[1,3,5,11-tetrazatricyclo[7.4.0.02,7]trideca-2,4,6,8-tetraene-13,1'-cyclohexane]-10-one CN1CCN(CC1)C=1C=CC(=NC1)NC=1N=C2N3C(=CC2=CN1)C(NCC31CCCCC1)=O